6-(2,7-Dimethyl-2H-indazol-5-yl)-N-methyl-N-(2-methylpiperidin-4-yl)-1,3-benzothiazol-2-amin-Hydrochlorid Cl.CN1N=C2C(=CC(=CC2=C1)C1=CC2=C(N=C(S2)N(C2CC(NCC2)C)C)C=C1)C